COC(=O)C1(CC1)N1C(C2=CC=C(C=C2C2(C1=O)CC2)Br)=O 1-(6'-Bromo-1',3'-dioxo-1'h-spiro[cyclopropane-1,4'-isoquinoline]-2'(3'h)-yl)cyclopropanecarboxylic acid methyl ester